5-hydroxy-N-(3-(methylthio)phenyl)-1H-indole-2-carboxamide OC=1C=C2C=C(NC2=CC1)C(=O)NC1=CC(=CC=C1)SC